N-t-Butoxycarbonyl-3-(3-trifluoromethylphenyl)piperidin-3-ol C(C)(C)(C)OC(=O)N1CC(CCC1)(O)C1=CC(=CC=C1)C(F)(F)F